(2-bromophenyl)(3-chlorophenyl)sulfane BrC1=C(C=CC=C1)SC1=CC(=CC=C1)Cl